C(C)(C)(C)OC(=O)CNCCN(CCNCC)CC(=O)OC(C)(C)C 1,4-bis(tert-butoxycarbonylmethyl)-1,4,7-triazanonane